2-[6-[rac-(4aR,8aS)-6-methyl-3,4a,5,7,8,8a-hexahydro-2H-pyrido[4,3-b][1,4]oxazin-4-yl]pyridazin-3-yl]-5-chloro-3-methyl-phenol CN1C[C@@H]2[C@@H](OCCN2C2=CC=C(N=N2)C2=C(C=C(C=C2C)Cl)O)CC1 |r|